(S)-1-(4-chloro-3-fluorophenyl)-2-methylpiperidine ClC1=C(C=C(C=C1)N1[C@H](CCCC1)C)F